Cl.NC12CC(C1)(C2)C(C)(C)O 2-(3-aminobicyclo[1.1.1]pentan-1-yl)propan-2-ol HCl salt